bicumarin O1C(=O)C(=CC2=CC=CC=C12)C=1C(OC2=CC=CC=C2C1)=O